ClC1=CC=C(OCC(=O)OCCNC23CC4CC(CC(C2)C4)C3)C=C1 2-(1-adamantylamino)ethyl 2-(4-chlorophenoxy)acetate